CC1=CC=C(C=N1)C=1SC=C(N1)CO (2-(6-methylpyridin-3-yl)thiazol-4-yl)methanol